1-trans-aconitic acid C(C=C(C(=O)O)CC(=O)O)(=O)O